(S)-1-methylpyrrolidin CN1CCCC1